2-(3,4-methylenedioxyphenyl)-4,6-bis(trichloromethyl)-s-triazine C1OC=2C=C(C=CC2O1)C1=NC(=NC(=N1)C(Cl)(Cl)Cl)C(Cl)(Cl)Cl